3-[[4-hydroxy-1-[(3R,4R)-3-phenyl-1-(pyrazine-2-carbonyl)piperidine-4-carbonyl]-4-piperidinyl]methyl]-7-(4-methoxyphenyl)pyrrolo[2,3-d]pyrimidin-4-one OC1(CCN(CC1)C(=O)[C@H]1[C@@H](CN(CC1)C(=O)C1=NC=CN=C1)C1=CC=CC=C1)CN1C=NC2=C(C1=O)C=CN2C2=CC=C(C=C2)OC